2-morpholin-3-ylethanol N1C(COCC1)CCO